C(C=CCCC)N 2-hexenylamine